ClC=1C(=C(C=2N(N1)C=NN2)C)C2CC2 6-chloro-7-cyclopropyl-8-methyl-[1,2,4]triazolo[4,3-b]pyridazine